2-Bromo-6-isocyanatotoluene BrC1=C(C)C(=CC=C1)N=C=O